C[C@H]1CC=C(NC1)C1=CC2=C(OC3(CC3)C(N2)=O)C=C1 (S)-6-(5-methyl-1,4,5,6-tetrahydropyridin-2-yl)spiro[benzo[b][1,4]oxazine-2,1'-cyclopropan]-3(4H)-one